C(CC=C)N(S(=O)(=O)C1=CC=C(C=C1)C)C1=C(C=C(C=C1)C)C(=C)C1=CC=CC=C1 N-(but-3-en-1-yl)-4-methyl-N-(4-methyl-2-(1-phenylvinyl)phenyl)benzenesulfonamide